C(=O)(O)C(C)N(CC(=O)O)CC(=O)O N-(1-Carboxyethyl)-iminodiacetic acid